O=C1C(=C(C=NN1)N[C@H](COCC(=O)NC1CCN(CC1)C1=NC=C(C=N1)C(F)(F)F)C)C(F)(F)F (S)-2-(2-(6-oxo-5-(trifluoromethyl)-1,6-dihydropyridazin-4-ylamino)propoxy)-N-(1-(5-(trifluoromethyl)pyrimidin-2-yl)piperidin-4-yl)acetamide